tert-Butyl 6-[(4-fluorophenyl)methyl]-3,3-dimethyl-1H,2H,3H-pyrrolo[3,2-b]pyridine-1-carboxylate FC1=CC=C(C=C1)CC=1C=C2C(=NC1)C(CN2C(=O)OC(C)(C)C)(C)C